CC=1C=C(C=C2CN(C(C12)=O)CC1=CC=C(C=C1)OC(F)(F)F)C1=NC(=NO1)CN1CCNCC1 7-methyl-5-(3-piperazin-1-ylmethyl-[1,2,4]oxadiazol-5-yl)-2-(4-trifluoromethoxybenzyl)-2,3-dihydroisoindol-1-one